OC1(CN(C1)C(=O)OC(C)(C)C)C#CC1=CC2=C(OC[C@@H](C(N2C)=O)NC(C2=NC=CC(=C2)OC2=CC=CC=C2)=O)C=C1 tert-butyl (S)-3-hydroxy-3-((5-methyl-4-oxo-3-(4-phenoxypicolinamido)-2,3,4,5-tetrahydrobenzo[b][1,4]oxazepin-7-yl)ethynyl)azetidine-1-carboxylate